(R)-1-(2-fluoropyridin-3-yl)ethyl (4-(5-(3,3-difluoro-1-methylcyclobutane-1-carboxamido)pyrimidin-2-yl)-1-methyl-1H-pyrazol-5-yl)carbamate FC1(CC(C1)(C(=O)NC=1C=NC(=NC1)C=1C=NN(C1NC(O[C@H](C)C=1C(=NC=CC1)F)=O)C)C)F